C(=O)C1=C(C=C(N1)C)C 5-Formyl-2,4-dimethyl-1H-pyrrole